1-Phenyl-3-(trifluoromethyl)-3H-pyrrolo[1,2-a]indol-3-ol C1(=CC=CC=C1)C1=CC(N2C1=CC=1C=CC=CC21)(O)C(F)(F)F